BrC1=CC2=CN(N=C2C=C1OC)[C@@H]1[C@H]([C@H](CCC1)O)C |r| rac-(1s,2r,3s)-3-(5-bromo-6-methoxy-2H-indazol-2-yl)-2-methylcyclohexane-1-ol